(4-(2-(2,6-dioxopiperidin-3-yl)-1-oxoisoindolin-4-yl)but-3-yn-1-yl)-2-(2-ethoxyvinyl)benzamide O=C1NC(CCC1N1C(C2=CC=CC(=C2C1)C#CCCC=1C(=C(C(=O)N)C=CC1)C=COCC)=O)=O